C(C)(C)(C)C=1SC2=C(N1)C(CC1(CCN(CC1)C(=O)C1=CC(=C3C=CN=C(C3=C1)CC)OC)C2)=O 2-(tert-butyl)-1'-(1-ethyl-5-methoxyisoquinoline-7-carbonyl)-5H-spiro[benzo[d]thiazole-6,4'-piperidin]-4(7H)-one